NC1=C2C(=NC=N1)N(N=C2C2=CC=C(C=C2)OC2=CC=CC=C2)C2CCC(CC2)O (1r,4r)-4-(4-amino-3-(4-phenoxyphenyl)-1H-pyrazolo[3,4-d]pyrimidin-1-yl)cyclohexan-1-ol